N-[(1S)-1-(4-{[7-(1,1-difluoropropan-2-yl)-2-methyl[1,3]thiazolo[5,4-b]pyridin-6-yl]amino}phenyl)-2,2,2-trifluoroethyl]-N-methyl-1,1-dioxo-1λ6-thiane-4-carboxamide FC(C(C)C1=C2C(=NC=C1NC1=CC=C(C=C1)[C@@H](C(F)(F)F)N(C(=O)C1CCS(CC1)(=O)=O)C)SC(=N2)C)F